(E)-3-(4-fluorophenyl)-1-(4-hydroxyphenyl)prop-2-en-1-one FC1=CC=C(C=C1)/C=C/C(=O)C1=CC=C(C=C1)O